Cl.[C@H]12CNC[C@@H]2C1C=1SC(=NN1)C=1C(=NC=CC1)C(F)(F)F 2-((1R,5S,6r)-3-azabicyclo[3.1.0]hexan-6-yl)-5-(2-(trifluoromethyl)pyridin-3-yl)-1,3,4-thiadiazole hydrochloride